(2S)-2-chloro-2'-methyl-6'-(1-methylpyrazol-4-yl)spiro[4,5-dihydrothieno[2,3-c]pyran-7,4'-piperidine]-4-ol ClC1=CC2=C(S1)C1(CC(NC(C1)C=1C=NN(C1)C)C)OCC2O